2-[[5-ethylsulfonyl-6-[1-methyl-5-(trifluoromethylsulfanyl)benzimidazol-2-yl]-3-pyridyl]oxy]-2-methyl-propanenitrile C(C)S(=O)(=O)C=1C=C(C=NC1C1=NC2=C(N1C)C=CC(=C2)SC(F)(F)F)OC(C#N)(C)C